methyl 4-(3-(7-(3,4-dimethoxyphenyl)pyrazolo[1,5-a]pyrimidin-2-yl)ureido)benzoate COC=1C=C(C=CC1OC)C1=CC=NC=2N1N=C(C2)NC(NC2=CC=C(C(=O)OC)C=C2)=O